4-((S)-1-(1-((S)-1-(naphthalen-2-yl)ethyl)-5-phenyl-1H-indazole-7-carboxamido)ethyl)benzoic acid C1=C(C=CC2=CC=CC=C12)[C@H](C)N1N=CC2=CC(=CC(=C12)C(=O)N[C@@H](C)C1=CC=C(C(=O)O)C=C1)C1=CC=CC=C1